(4-((2S,4R)-4-ethoxy-1-((5-methoxy-7-methyl-1H-indol-4-yl)methyl)piperidin-2-yl)benzoyl)cysteine C(C)O[C@H]1C[C@H](N(CC1)CC1=C2C=CNC2=C(C=C1OC)C)C1=CC=C(C(=O)N[C@@H](CS)C(=O)O)C=C1